N1CC(C1)CN(C1CCN(CC1)C1=CC=CC=2NC(N(C21)C)=O)C 4-[4-[Azetidin-3-ylmethyl(methyl)amino]-1-piperidyl]-3-methyl-2-oxo-benzimidazol